C(C)(=O)C=1C=CC(=NC1N1CCC(CC1)(F)F)NC(C1=C(C=C(C=C1)I)N1CCC2(CC2)CC1)=O N-(5-acetyl-6-(4,4-difluoropiperidin-1-yl)pyridin-2-yl)-4-iodo-2-(6-azaspiro[2.5]oct-6-yl)benzamide